C1(=CC=CC=C1)CCOC1=CC=C(C=C1)CN1[C@@H]2CN([C@H](C1)C2)CC2=C(C(=O)O)C=CC=C2 [[(1S,4S)-5-[[4-(2-phenylethoxy)phenyl]methyl]-2,5-diazabicyclo[2.2.1]hept-2-yl]methyl]benzoic acid